4-Chloro-2-(3,6-dihydro-2H-pyran-4-yl)-5-(trifluoromethyl)-1-((2-(trimethylsilyl)-ethoxy)methyl)-1H-pyrrolo[2,3-b]pyridine ClC1=C2C(=NC=C1C(F)(F)F)N(C(=C2)C=2CCOCC2)COCC[Si](C)(C)C